O=C1NC(CCC1N1C(C2=CC=CC(=C2C1)CN1CCN(CC1)C1CCN(CC1)C1=CC(=C(C=C1)NC1=NC=C(C(=C1)NC1=C(C(=O)NC)C=CC=C1)C(F)(F)F)OC)=O)=O 2-((2-((4-(4-(4-((2-(2,6-dioxopiperidin-3-yl)-1-oxoisoindolin-4-yl)methyl)piperazin-1-yl)piperidin-1-yl)-2-methoxyphenyl)amino)-5-(trifluoromethyl)pyridin-4-yl)amino)-N-methylbenzamide